CC1(N=C(OC1C1=CC=CC=C1)N1C[C@H](N(CC1)C([C@H](N(C)C)CCCCN(C)C)=O)C(=O)NCC1=CC=2C=NC=CC2S1)C (2S)-4-(4,4-dimethyl-5-phenyl-4,5-dihydro-1,3-oxazol-2-yl)-1-(N2,N2,N6,N6-tetramethyl-D-lysyl)-N-(thieno[3,2-c]pyridin-2-ylmethyl)piperazine-2-carboxamide